2,3-dichloro-5-fluoro-mesitylaniline ClC1(C(=CC(CC1(C)Cl)(C)F)C)NC1=CC=CC=C1